4-(2-(5-fluoro-2-(hydroxymethyl)benzyl)-1-oxo-1,2,3,4-tetrahydropyrrolo[1,2-a]pyrazin-7-yl)-6-((1-methyl-1H-pyrazol-5-yl)amino)nicotinonitrile FC=1C=CC(=C(CN2C(C=3N(CC2)C=C(C3)C3=CC(=NC=C3C#N)NC3=CC=NN3C)=O)C1)CO